CC1(C2CNCC12)C 6,6-dimethyl-3-azabicyclo[3.1.0]-hexane